tert-butyl (4-hydroxybutyl)carbamate OCCCCNC(OC(C)(C)C)=O